(E)-2-chloro-4-((E)-(4-hydroxyphenylimino)methyl)-6-methoxyphenyl 3-(3-bromophenyl)acrylate BrC=1C=C(C=CC1)/C=C/C(=O)OC1=C(C=C(C=C1OC)/C=N/C1=CC=C(C=C1)O)Cl